FC1=C(C=CC=C1)NC(C(=O)N1C2(CC(C1)C2)C(=O)N[C@@H](C[C@H]2C(NCC2)=O)C(COC(F)(F)F)=O)=O (1s,4R)-2-(2-((2-fluorophenyl)amino)-2-oxoacetyl)-N-((S)-3-oxo-1-((S)-2-oxopyrrolidin-3-yl)-4-(trifluoromethoxy)butan-2-yl)-2-azabicyclo-[2.1.1]hexane-1-carboxamide